6-[1-(2-Fluoro-6-methyl-phenyl)-piperidin-4-yl]-2-methyl-4-(2-trifluoromethyl-benzyl)-6,7-dihydro-4H-oxazolo[5,4-d]pyrimidin-5-on FC1=C(C(=CC=C1)C)N1CCC(CC1)N1C(N(C2=C(C1)N=C(O2)C)CC2=C(C=CC=C2)C(F)(F)F)=O